tert-butyl 1-(5-((3-iodobenzyl)oxy)-2,3-dihydro-1H-inden-1-yl)azetidine-3-carboxylate IC=1C=C(COC=2C=C3CCC(C3=CC2)N2CC(C2)C(=O)OC(C)(C)C)C=CC1